N-(4-(4,4-difluoropiperidin-1-yl)-7,7-difluoro-6,7-dihydro-5H-cyclopenta[d]pyrimidin-2-yl)-4-Iodo-2-(6-azaspiro[2.5]octane-6-yl)benzamide FC1(CCN(CC1)C=1C2=C(N=C(N1)NC(C1=C(C=C(C=C1)I)N1CCC3(CC3)CC1)=O)C(CC2)(F)F)F